ClC=1C(=C(C(=CC1)N1N=NN=C1)C1=CC(N2[C@@H](CCC2C1)C=1NC(=CN1)C1=C(C(=NC=C1)[C@H](C#N)C)F)=O)F (R)-2-(4-(2-((3S)-7-(3-chloro-2-fluoro-6-(1H-tetrazol-1-yl)phenyl)-5-oxo-1,2,3,5,8,8a-hexahydroindolizin-3-yl)-1H-imidazol-5-yl)-3-fluoropyridin-2-yl)propanenitrile